C(#N)CC=1C=C(C(=NC1)C)C1=C2CCN(C(C2=CC(=C1)CCN(C)CC)=O)[C@@H](C)C1=NC=C(C#N)C(=C1)OCC (S)-6-(1-(5-(5-(cyanomethyl)-2-methylpyridin-3-yl)-7-(2-(ethyl(methyl)amino)ethyl)-1-oxo-3,4-dihydroisoquinolin-2(1H)-yl)ethyl)-4-ethoxynicotinonitrile